(Z)-3-(1-(4-amino-2-fluorobut-2-en-1-yl)-6-(pyrrolidin-1-carbonyl)-1H-benzo[d][1,2,3]triazol-4-yl)-N,N-diethyl-4-methoxybenzenesulfonamide Hydrochloride Cl.NC\C=C(\CN1N=NC2=C1C=C(C=C2C=2C=C(C=CC2OC)S(=O)(=O)N(CC)CC)C(=O)N2CCCC2)/F